4-(2,2,3,3,10,10-Hexamethyl-8-oxo-4,9-dioxa-7-aza-3-silaundecan-6-yl)phenyl trifluoromethanesulfonate FC(S(=O)(=O)OC1=CC=C(C=C1)C(CO[Si](C(C)(C)C)(C)C)NC(OC(C)(C)C)=O)(F)F